C(C)(=O)N1CCC(CC1)NCC1=C(C=C(C=N1)C1=NC=CC(=C1Cl)C=1C(=C(C=CC1)C1=CC=C(C(=N1)OC)CNC1CCN(CC1)C(C)=O)Cl)OC 1-(4-(((6-(3-(6'-(((1-Acetylpiperidin-4-yl)amino)methyl)-3-chloro-5'-methoxy-[2,3'-bipyridin]-4-yl)-2-chlorophenyl)-2-methoxypyridin-3-yl)methyl)amino)piperidin-1-yl)ethan-1-one